P(=O)(OC1=C(C=C(C=C1)C(C)(C)C)C(C)(C)C)(OC1=C(C=C(C=C1)C(C)(C)C)C(C)(C)C)[O-] di(2,4-di-tert-butylphenyl) phosphate